Isopropylthiainine C(C)(C)C1SC=CC=C1